CC1(CCN(CC1)CC1=NC=CC=C1)C 2-((4,4-dimethylpiperidin-1-yl)methyl)pyridine